ClC1=C(C=CC(=C1)N)C1=C(C=C(C=C1)N)Cl 2,2'-dichloro-4,4'-diaminobiphenyl